4-(8-methoxyquinolin-4-yl)-3,6-diHydropyridine COC=1C=CC=C2C(=CC=NC12)C=1CC=NCC1